(±)-N-(3-chlorophenyl)-6,7,8,9-tetrahydro-5H-5,8-epiminocyclohepta[d]pyrimidine-10-carboxamide ClC=1C=C(C=CC1)NC(=O)N1C2CCC1CC=1N=CN=CC12